C(C)(C)N(C1=CC2=C(C(=N1)COC(NC)=O)CN(C2=O)C2=NC(=CC=C2)C2=NN=CN2C2=C(C=CC=C2)C)C ((6-(isopropyl(methyl)amino)-1-oxo-2-(6-(4-(o-tolyl)-4H-1,2,4-triazol-3-yl)pyridin-2-yl)-2,3-dihydro-1H-pyrrolo[3,4-c]pyridin-4-yl)methyl)(methyl)carbamate